C(C)OC(C=C1CCC2(CCN(CC2)C(=O)OC(C)(C)C)CC1)=O tert-butyl 9-(2-ethoxy-2-oxo-ethylidene)-3-azaspiro[5.5]undecane-3-carboxylate